C(C)C=1C=C(C=C(C1)CC)C 3,5-Diethyl-toluol